C(C)(C)(C)NC(NC=1C=C2C=CC(=NC2=CC1)C1=CC=C(C(=O)N)C=C1)=O 4-(6-(3-(tert-butyl)ureido)quinoline-2-yl)benzamide